2,6-dimethoxy-N-(4-nitrobenzo[d]isoxazol-3-yl)benzenesulfonamide COC1=C(C(=CC=C1)OC)S(=O)(=O)NC1=NOC2=C1C(=CC=C2)[N+](=O)[O-]